3-(hydroxymethyl)-5,5-dimethylhexane-2,4-diol OCC(C(C)O)C(C(C)(C)C)O